4-(3-chloro-5-fluoro-phenoxy)-7-(trifluoromethoxy)indan-1-one ClC=1C=C(OC2=C3CCC(C3=C(C=C2)OC(F)(F)F)=O)C=C(C1)F